2-acetamido-4-butyramido-N-(5-nitrothiazol-2-yl)benzamide C(C)(=O)NC1=C(C(=O)NC=2SC(=CN2)[N+](=O)[O-])C=CC(=C1)NC(CCC)=O